3-fluoropropyl-triazene FCCCN=NN